FC(COC(=O)Cl)(F)F.CC1=CC=C(C=C1)S(=O)(=O)ON1C(CCC1=O)=O N-(4-methylphenylsulfonyloxy)succinimide 2,2,2-trifluoroethyl-chloroformate